(E)-N-(4-((3-chloro-4-fluorophenyl)amino)-7-methoxyquinazolin-6-yl)-4-(4-(4-(6-((2-(2,6-dioxopiperidin-3-yl)-1-oxoisoindolin-4-yl)thio)hexyl)piperazin-1-yl)piperidin-1-yl)but-2-enamide ClC=1C=C(C=CC1F)NC1=NC=NC2=CC(=C(C=C12)NC(\C=C\CN1CCC(CC1)N1CCN(CC1)CCCCCCSC1=C2CN(C(C2=CC=C1)=O)C1C(NC(CC1)=O)=O)=O)OC